NCCCC[C@@H](C(=O)N[C@H](C(=O)N)CC1=CC=CC=C1)NC(OCC1=CC=CC=C1)=O Benzyl ((S)-6-amino-1-(((S)-1-amino-1-oxo-3-phenylpropan-2-yl)amino)-1-oxohexan-2-yl)carbamate